5-methyl-1-(2,2,3-trimethyl-3-cyclopenten-1-yl)-6-oxabicyclo[3.2.1]octane CC12CCCC(CO1)(C2)C2C(C(=CC2)C)(C)C